(R)-2-(fluoromethyl)-4-((1s,3s)-3-(1-isopropyl-3-(2-(trifluoromethyl)pyrimidin-5-yl)-1H-pyrazol-5-yl)cyclopentyl)morpholine FC[C@H]1CN(CCO1)[C@@H]1C[C@H](CC1)C1=CC(=NN1C(C)C)C=1C=NC(=NC1)C(F)(F)F